1-(3-((2-((2-ethyl-4-(4-methylpiperazin-1-yl)phenyl)amino)-5-(trifluoromethyl)pyrimidin-4-yl)amino)propyl)piperidin-2-one C(C)C1=C(C=CC(=C1)N1CCN(CC1)C)NC1=NC=C(C(=N1)NCCCN1C(CCCC1)=O)C(F)(F)F